4-(4-methylpiperazin-1-yl)-2-[(2,2,2-trifluoroacetyl)-[1-(2,2,2-trifluoroacetyl)-3-piperidyl]amino]benzoic acid trifluoroacetate FC(C(=O)O)(F)F.CN1CCN(CC1)C1=CC(=C(C(=O)O)C=C1)N(C1CN(CCC1)C(C(F)(F)F)=O)C(C(F)(F)F)=O